1-((S)-1-(3-bromo-5-fluorophenyl)-2-hydroxyethyl)-4-(3-(3-hydroxypyrrolidin-1-yl)-1H-indazol-5-yl)pyridin-2(1H)-one BrC=1C=C(C=C(C1)F)[C@@H](CO)N1C(C=C(C=C1)C=1C=C2C(=NNC2=CC1)N1CC(CC1)O)=O